ClC1=C(C=CC(=C1)C)C1=CC(=CC(=C1)F)C(=O)OC methyl 2'-chloro-5-fluoro-4'-methyl-[1,1'-biphenyl]-3-carboxylate